ClC(=O)OC(C)Cl 1-Chloroethyl chloroformate